O=C1NC(CCC1C=1C(=C(C=CC1)S(=O)(=O)N)C)=O (2,6-dioxopiperidin-3-yl)-2-methylbenzenesulfonamide